BrC1=CC=C(C=C1)NC(=O)C1CC2(C1)CCC(CC2)C2=CC=NC1=CC=C(C=C21)F N-(4-bromophenyl)-7-(6-fluoroquinoline-4-yl)spiro[3.5]nonane-2-carboxamide